(S)-4-(4-propenoyl-2-methylpiperazin-1-yl)-7-chloro-6-fluoro-1-(4-methyl-2-(methylsulfonyl)pyridin-3-yl)pyrido[2,3-d]pyrimidin-2(1H)-one C(C=C)(=O)N1C[C@@H](N(CC1)C=1C2=C(N(C(N1)=O)C=1C(=NC=CC1C)S(=O)(=O)C)N=C(C(=C2)F)Cl)C